CCCCCCCCCCNS(=O)(=O)[O-] The molecule is an organic sulfamate oxoanion that is the conjugate base of decylsulfamic acid. It has been isolated from Daphnia pulex and has been shown to cause morphological changes in the green alga Scenedesmus gutwinskii. It has a role as a kairomone and a Daphnia pulex metabolite. It is a conjugate base of a decylsulfamic acid.